N1N=NN=C1C1=C(C=CC=C1)C1=CC(=CC(=N1)N(CC(C)C)CC1=CC=CC=C1)NC1=NC=CC=C1C 6-(2-(1H-tetrazol-5-yl)phenyl)-N2-benzyl-N2-isobutyl-N4-(3-methylpyridin-2-yl)pyridine-2,4-diamine